C(C(C)C)OC([C@@H](NP(=O)(NCCC(=O)OCC(C)C)OC1=C(C(=C(C(=C1F)F)F)F)F)C)=O N-[(pentafluorophenoxy)(((S)-1-(isobutoxycarbonyl)-2-ethyl)amino)phosphoryl]-L-alanine isobutyl ester